CN1CC=CC(=C1)N1CCN(CC1)CC=1C=C2NC(C(=NC2=CC1)CCC)=O n-methyl-5-[4-[(3-oxo-2-propyl-4H-quinoxalin-6-yl)methyl]Piperazin-1-yl]Pyridine